C(\C=C\C(=O)O)(=O)O.NC1=NN(C=C1C=1C2=C(N=CN1)NC=C2)C2(CN(C2)S(=O)(=O)C(C)C)CC#N {3-[3-amino-4-(7H-pyrrolo[2,3-d]pyrimidin-4-yl)-1H-pyrazol-1-yl]-1-(isopropylsulfonyl)azetidin-3-yl}acetonitrile fumarate